4-chlorobenzyl-propargylether ClC1=CC=C(CC(C#C)OC(C#C)CC2=CC=C(C=C2)Cl)C=C1